5-isopropyl-N-(4-(4-methylpiperazin-1-yl)phenyl)benzamide C(C)(C)C=1C=CC=C(C(=O)NC2=CC=C(C=C2)N2CCN(CC2)C)C1